(2-bromo-6-methoxypyridin-3-yl)-carbamic acid tert-butyl ester C(C)(C)(C)OC(NC=1C(=NC(=CC1)OC)Br)=O